tert-butyl N-(cyclobutylmethyl)-N-[(2-{[6-(methylamino)-1-oxo-1,2-dihydro-2,7-naphthyridin-2-yl]methyl} imidazo[1,2-a]pyridin-6-yl)methyl]carbamate C1(CCC1)CN(C(OC(C)(C)C)=O)CC=1C=CC=2N(C1)C=C(N2)CN2C(C1=CN=C(C=C1C=C2)NC)=O